mesaconic acid monobenzyl ester C(C1=CC=CC=C1)OC(\C(\C)=C\C(=O)O)=O